methyl Phthalate (methyl Phthalate) CC1=C(C(C(=O)O)=CC=C1)C(=O)O.C(C=1C(C(=O)O)=CC=CC1)(=O)OC